FC=1C(=NNC1S(=O)(=O)N(CC1=CC=C(C=C1)OC)CC1=CC=C(C=C1)OC)C(=O)N1CCN(CC1)C 4-fluoro-N,N-bis(4-methoxybenzyl)-3-(4-methylpiperazine-1-carbonyl)-1H-pyrazole-5-sulfonamide